FC=1C=C(C=C(C1[C@H]1N([C@@H](CC2=C1NC1=C(C=CC=C21)F)C)CC(F)(F)F)F)NC2CN(C2)CCCF N-(3,5-difluoro-4-((1R,3R)-8-fluoro-3-methyl-2-(2,2,2-trifluoroethyl)-2,3,4,9-tetrahydro-1H-pyrido[3,4-b]indol-1-yl)phenyl)-1-(3-fluoropropyl)azetidin-3-amine